ClC1=CC=C(CN2CC(N(C(C2)=O)C2CC3(C2)CCN(CC3)C(=O)[O-])C3=C(C=CC=C3)C(C)C)C=C1 2-(4-(4-chlorobenzyl)-2-(2-isopropylphenyl)-6-oxopiperazin-1-yl)-7-azaspiro[3.5]Nonane-7-carboxylate